5-[(2-Fluorophenoxypropylthio)methyl]oxazol-2(3H)-thione FC1=C(OCCCSCC2=CNC(O2)=S)C=CC=C1